O1CCCC(=C1)C=1C(=NC=C(C#N)C1)C 5-(3,4-dihydro-2H-pyran-5-yl)-6-methylnicotinonitrile